2,4-dihydroxy-benzoate OC1=C(C(=O)[O-])C=CC(=C1)O